bis(cyclohexyl)naphthalene C1(CCCCC1)C1=C(C2=CC=CC=C2C=C1)C1CCCCC1